CC(C)N1C(C2=CC=CC=C2C(=N1)C(=O)N1CCN(CC1)C=1N=NC=CC1)=O 2-(1-methylethyl)-4-[[4-(3-pyridazinyl)-1-piperazinyl]carbonyl]-1(2H)-phthalazinone